N-(tert-butyl)-6-fluoro-8-(2-(2,2,2-trifluoroethoxy)phenyl)imidazo[1,2-a]pyridine-2-carboxamide C(C)(C)(C)NC(=O)C=1N=C2N(C=C(C=C2C2=C(C=CC=C2)OCC(F)(F)F)F)C1